O=C1CC[C@H](N1)CNNC(=O)OC(C)(C)C Tert-butyl (S)-2-((5-oxopyrrolidin-2-yl)methyl)hydrazine-1-carboxylate